CN1CCN(CC1)CC=1C=C(C=C(C1)C(F)(F)F)NC(C1=CC(=C(C=C1)CCC)CNC=1C=NC=NC1)=O N-(3-((4-methylpiperazin-1-yl)methyl)-5-(trifluoromethyl)phenyl)-4-propyl-3-((pyrimidin-5-ylamino)methyl)benzamide